tert-Butyl 4-[4-[(2,6-dioxo-3-piperidyl)amino]pyrazol-1-yl]piperidine-1-carboxylate O=C1NC(CCC1NC=1C=NN(C1)C1CCN(CC1)C(=O)OC(C)(C)C)=O